3-(2-(2-chloro-5-cyanophenyl)-5,7-difluoro-4-oxo-1,4-dihydroquinolin-6-yl)benzoic acid ClC1=C(C=C(C=C1)C#N)C=1NC2=CC(=C(C(=C2C(C1)=O)F)C=1C=C(C(=O)O)C=CC1)F